C(#N)C=1C(=C(C(=O)NC2=CC=C3C=NN(C3=C2)C=2OC(=NN2)C)C=CC1)C(C)C 3-Cyano-2-isopropyl-N-(1-(5-methyl-1,3,4-oxadiazol-2-yl)-1H-indazol-6-yl)benzamide